3-fluoro-5-(1,2,3,6-tetrahydropyridin-4-yl)pyridine-2-carbonitrile FC=1C(=NC=C(C1)C=1CCNCC1)C#N